7-(8-ethynylnaphthalen-1-yl)-6,8-difluoro-2-(((2R,7aS)-2-fluorotetrahydro-1H-pyrrolizin-7a(5H)-yl)-methoxy)-4-((1S,5R)-1-methyl-3,8-diazabicyclo-[3.2.1]octan-3-yl)quinazoline C(#C)C=1C=CC=C2C=CC=C(C12)C1=C(C=C2C(=NC(=NC2=C1F)OC[C@]12CCCN2C[C@@H](C1)F)N1C[C@@]2(CC[C@H](C1)N2)C)F